6-(4-Chloro-5-methoxy-1H-indole-2-carbonyl)-N-[(1S)-1-cyano-2-[(3S)-2-oxopyrrolidin-3-yl]ethyl]-6-azaspiro[3.4]octane-7-carboxamide ClC1=C2C=C(NC2=CC=C1OC)C(=O)N1CC2(CCC2)CC1C(=O)N[C@@H](C[C@H]1C(NCC1)=O)C#N